(1-(methylsulfonyl)piperidin-4-yl)-7-(1H-pyrazol-4-yl)-8-(4-(trifluoromethyl)piperidin-1-yl)-[1,2,4]triazolo[1,5-a]pyridin-2-amine CS(=O)(=O)N1CCC(CC1)C1=CC(=C(C=2N1N=C(N2)N)N2CCC(CC2)C(F)(F)F)C=2C=NNC2